2-(2,2-Bis(8-(((pentylthio)methyl)thio)octyl)-1,3-dioxolan-4-yl)-N,N-dimethylethan-1-amine C(CCCC)SCSCCCCCCCCC1(OCC(O1)CCN(C)C)CCCCCCCCSCSCCCCC